C(C=CCCCCCCCC)(=O)O.OCC(O)CO.OCC(O)CO diglycerol monoundecenoate